ClC1=NC=C(C2=C1N=C(N=C2)NC2=C(C=C(C=C2)C2=NN=CN2C)OC)C 8-chloro-N-(2-methoxy-4-(4-methyl-4H-1,2,4-triazol-3-yl)phenyl)-5-methylpyrido[3,4-d]pyrimidin-2-amine